3-chlorobenzyl ((S)-1-(((S)-5-((4-chlorophenethyl)(methyl) amino)-1-(methoxy(methyl)amino)-1,5-dioxopentan-2-yl)amino)-3-cyclohexyl-1-oxopropan-2-yl)carbamate ClC1=CC=C(CCN(C(CC[C@@H](C(=O)N(C)OC)NC([C@H](CC2CCCCC2)NC(OCC2=CC(=CC=C2)Cl)=O)=O)=O)C)C=C1